N1C=CC=2C1=NC=C(C2)CN2CCC1=CC=C(C=C21)C(=O)NC2=CC(=CC(=C2)C(F)(F)F)CN2CCN(CC2)C 1-((1H-pyrrolo[2,3-b]pyridin-5-yl)methyl)-N-(3-((4-methylpiperazin-1-yl)methyl)-5-(trifluoromethyl)phenyl)indoline-6-carboxamide